CC(C)(CCOS(=O)(=O)C1=CC=C(C=C1)C)O 2-methyl-4-((4-methylbenzenesulfonyl)oxy)butan-2-ol